BrC=1C(=C(C(=O)OC)C=C(C1)CO[Si](C1=CC=CC=C1)(C1=CC=CC=C1)C(C)(C)C)OCCN[C@@H](C)C1=NC=CC(=C1)OC methyl (S)-3-bromo-5-(((tert-butyldiphenylsilyl)oxy)methyl)-2-(2-((1-(4-methoxypyridin-2-yl)ethyl)amino)ethoxy)benzoate